methyl 4-(6-(3-cyanophenyl)-2-phenylimidazo[1,2-a]pyridin-8-yl)benzoate C(#N)C=1C=C(C=CC1)C=1C=C(C=2N(C1)C=C(N2)C2=CC=CC=C2)C2=CC=C(C(=O)OC)C=C2